ClC(C1=NC(=NO1)C1=CC=C(C=C1)C(CSCC)=O)(F)F 1-(4-(5-(chlorodifluoromethyl)-1,2,4-oxadiazol-3-yl)phenyl)-2-(ethylsulfanyl)ethan-1-one